O1CCOC12CCC(CC2)SCC2=NC1=CC(=CC=C1C(N2COCC[Si](C)(C)C)=O)NC=2C=NC=CC2 2-((1,4-dioxaspiro[4.5]decan-8-ylthio)methyl)-7-(pyridin-3-ylamino)-3-((2-(trimethylsilyl)ethoxy)methyl)quinazolin-4(3H)-one